5-Amino-1-(2,5-difluorophenyl)-3-[4-[[(2-methoxybenzoyl)amino]methyl]phenyl]pyrazole-4-carboxamide NC1=C(C(=NN1C1=C(C=CC(=C1)F)F)C1=CC=C(C=C1)CNC(C1=C(C=CC=C1)OC)=O)C(=O)N